2,5-bis(tertbutylperoxy)-2,5-dimethylhexane C(C)(C)(C)OOC(C)(CCC(C)(C)OOC(C)(C)C)C